PHOSPHIN OXID [PH3]=O